(6-(3-cyclopropyl-4-(6-methylpyridin-2-yl)-1H-pyrazol-1-yl)spiro[3.3]heptan-2-yl)methyl 4-methylbenzenesulfonate CC1=CC=C(C=C1)S(=O)(=O)OCC1CC2(C1)CC(C2)N2N=C(C(=C2)C2=NC(=CC=C2)C)C2CC2